2-[(2S)-4-[2-[[(2S,4R)-4-[tert-butyl(diphenyl)silyl]oxy-1-methylpyrrolidin-2-yl]methoxy]-7-(1-naphthyl)-6,8-dihydro-5H-pyrido[3,4-d]pyrimidin-4-yl]piperazin-2-yl]acetonitrile [Si](C1=CC=CC=C1)(C1=CC=CC=C1)(C(C)(C)C)O[C@@H]1C[C@H](N(C1)C)COC=1N=C(C2=C(N1)CN(CC2)C2=CC=CC1=CC=CC=C21)N2C[C@@H](NCC2)CC#N